C(C1=CC=CC=C1)NC(=O)C12CN(C(C1)(C2)COCC2=CC=CC=C2)C(=O)OC(C)(C)C Tert-butyl 4-(benzylcarbamoyl)-1-((benzyloxy) methyl)-2-azabicyclo[2.1.1]hexane-2-carboxylate